ClC=1C(=NC=CC1SC1=CN=CC(N1)=O)F 6-((3-chloro-2-fluoropyridin-4-yl)thio)pyrazin-2(1H)-one